N-[5-(2,4-difluorophenoxy)-4-(1,5-dimethyl-6-oxopyridin-3-yl)pyrimidin-2-yl]methanesulfonamide FC1=C(OC=2C(=NC(=NC2)NS(=O)(=O)C)C2=CN(C(C(=C2)C)=O)C)C=CC(=C1)F